(S)-5-amino-4-(5-(5-chloro-4-(hydroxymethyl)pyridin-2-yl)-1-oxo-isoindolin-2-yl)-5-oxopentanoic acid tert-butyl ester C(C)(C)(C)OC(CC[C@@H](C(=O)N)N1C(C2=CC=C(C=C2C1)C1=NC=C(C(=C1)CO)Cl)=O)=O